pyrazolecarboxamide succinate C(CCC(=O)O)(=O)O.N1N=C(C=C1)C(=O)N